tert-butyl (1R,5S)-3-((S or R)-6-chloro-2-(3-(dimethylamino) azetidin-1-yl)-8-fluoro-7-(3-hydroxynaphthalen-1-yl) quinolin-4-yl)-3,8-diazabicyclo[3.2.1]octane-8-carboxylate ClC=1C=C2C(=CC(=NC2=C(C1C1=CC(=CC2=CC=CC=C12)O)F)N1CC(C1)N(C)C)N1C[C@H]2CC[C@@H](C1)N2C(=O)OC(C)(C)C